O=C1NC(CCC1N1C(C2=CC=C(C=C2C1=O)NCCCCCCN1N=CC(=C1)C1=NC2=C(C=CC=C2N=C1)C)=O)=O (2,6-Dioxopiperidin-3-yl)-5-((6-(4-(8-methylquinoxalin-2-yl)-1H-pyrazol-1-yl)hexyl)amino)isoindoline-1,3-dione